tert-butyl 8-methyl-7-{2-[(4-nitrophenyl) amino]-5H,6H,7H,8H-pyrido[3,4-d]pyrimidin-7-yl}-1H,2H,3H-pyrido[2,3-b][1,4]oxazine-1-carboxylate CC1=C(C=NC=2OCCN(C21)C(=O)OC(C)(C)C)N2CC=1N=C(N=CC1CC2)NC2=CC=C(C=C2)[N+](=O)[O-]